tert-butyl N-[2-[2-[2-[2-[2-[2-[2-[2-[2-[2-[2-(3-amino-5-chloro-phenoxy)ethoxy]ethoxy]ethoxy]ethoxy]ethoxy]ethoxy]ethoxy]ethoxy] ethoxy]ethoxy] ethyl]-N-tert-butoxycarbonyl-carbamate NC=1C=C(OCCOCCOCCOCCOCCOCCOCCOCCOCCOCCOCCN(C(OC(C)(C)C)=O)C(=O)OC(C)(C)C)C=C(C1)Cl